2-azido-3-(1H-pyrazol-1-yl)pyrazine N(=[N+]=[N-])C1=NC=CN=C1N1N=CC=C1